2-(4-(2-bromopyridin-4-yl)phenyl)-3,5,7,8-tetrahydro-4H-thiopyrano[4,3-d]pyrimidin-4-one BrC1=NC=CC(=C1)C1=CC=C(C=C1)C=1NC(C2=C(N1)CCSC2)=O